2-(2-(isobutyryloxy)phenyl)acetic acid C(C(C)C)(=O)OC1=C(C=CC=C1)CC(=O)O